FC1=CC=C(C=C1)C1=NN2C(C3CCC2CC3)=C1C1=C3C(=NC=C1)NN=C3 2-(4-Fluorophenyl)-3-(1H-pyrazolo[3,4-b]pyridin-4-yl)-4,5,6,7-tetrahydro-4,7-ethanopyrazolo[1,5-a]pyridine